CC(C(=O)NC1CC(N(CC1)C(=O)OC(C)(C)C)CC)(COC1=NC=CC=C1OC(F)(F)F)C tert-butyl 4-(2,2-dimethyl-3-((3-(trifluoromethoxy) pyridin-2-yl) oxy) propanamido)-2-ethylpiperidine-1-carboxylate